2-[6-amino-5-[8-[2-[3-(2,2-dimethylazetidin-1-yl)prop-1-ynyl]-4-pyridyl]-3,8-diazabicyclo[3.2.1]octan-3-yl]pyridazin-3-yl]phenol NC1=C(C=C(N=N1)C1=C(C=CC=C1)O)N1CC2CCC(C1)N2C2=CC(=NC=C2)C#CCN2C(CC2)(C)C